3-Chloro-4-[fluoro[4-[(trifluoromethyl)thio]phenyl]methyl]-5-(2H-1,2,3-triazol-2-yl)pyridine ClC=1C=NC=C(C1C(C1=CC=C(C=C1)SC(F)(F)F)F)N1N=CC=N1